1-ethyl-6-fluoro-1,4-dihydro-7-(2-oxa-8-azaspiro[4.5]dec-8-yl)-4-oxo-3-quinolinecarboxylic acid C(C)N1C=C(C(C2=CC(=C(C=C12)N1CCC2(CCOC2)CC1)F)=O)C(=O)O